((7-bromo-3-((4-hydroxy-4-methylpentyl)oxy)isoquinolin-6-yl)difluoromethyl)phosphonic acid BrC1=C(C=C2C=C(N=CC2=C1)OCCCC(C)(C)O)C(F)(F)P(O)(O)=O